ClC1=CC2=C(N(C(N=C2N2[C@H](CN(CC2)C(C=C)=O)C)=O)C2=C(C=CC=C2CC)CC)N=C1N1CCCCC1 6-Chloro-1-(2,6-diethylphenyl)-4-((2S)-2-methyl-4-(2-propenoyl)-1-piperazinyl)-7-(1-piperidinyl)pyrido[2,3-d]pyrimidin-2(1H)-one